C(#N)C1=C(SC2=C1C(=NC=C2F)C=2C1=C(C=3C=NC(=NC3C2F)N2C[C@@H](CC2)N2CC(N(CC2)C)(C)C)COC1)NC(OC(C)(C)C)=O tert-Butyl (3-cyano-7-fluoro-4-(5-fluoro-3-((R)-3-(3,3,4-trimethylpiperazin-1-yl)pyrrolidin-1-yl)-7,9-dihydrofuro[3,4-f]quinazolin-6-yl)thieno[3,2-c]pyridin-2-yl)carbamate